2H-cyclopenta[b]furan-4-carbaldehyde O1C=2C(=CC1)C(=CC2)C=O